4-amino-1-((2R,4S,5R)-5-azido-4-hydroxy-5-(hydroxymethyl)tetrahydro-furan-2-yl)pyrimidin-2(1H)-one NC1=NC(N(C=C1)[C@@H]1O[C@@]([C@H](C1)O)(CO)N=[N+]=[N-])=O